FC1(CCC(CC1)C1=NC=CC(=C1NC(=O)C=1C=NC(=NC1)C1CCOCC1)C1=C(C=CC(=C1)F)F)F N-(2-(4,4-difluorocyclohexyl)-4-(2,5-difluorophenyl)pyridin-3-yl)-2-(tetrahydro-2H-pyran-4-yl)pyrimidine-5-carboxamide